(6-chloro-3-iodo-1-((2-(trimethylsilyl)ethoxy)methyl)-1H-pyrazolo[4,3-b]pyrazin-5-yl)methanol ClC=1N=C2C(=NC1CO)C(=NN2COCC[Si](C)(C)C)I